NC1=CC=C(C(=C1C(=O)C1=NC=CC=C1F)Cl)Br (6-amino-3-bromo-2-chloro-phenyl)-(3-fluoro-2-pyridyl)methanone